(S)-4-amino-N-((5-cyanopyridin-2-yl)methyl)-N-(1-fluoroprop-2-yl)-1,3-dihydrofuro[3,4-c]Quinoline-8-carboxamide NC1=NC=2C=CC(=CC2C2=C1COC2)C(=O)N([C@H](CF)C)CC2=NC=C(C=C2)C#N